tert-butyl 6-isopropyl-5-(8-methoxy-[1,2,4]triazolo[1,5-a]pyridin-6-yl)-2-(1,4-dioxaspiro[4.5]dec-8-yl)-4H-pyrrolo[3,2-d]thiazole-4-carboxylate C(C)(C)C1=C(N(C2=C1N=C(S2)C2CCC1(OCCO1)CC2)C(=O)OC(C)(C)C)C=2C=C(C=1N(C2)N=CN1)OC